C(C)(C)(C)OC(=O)NC1(CC1)C1=CC=C(C=C1)B(O)O 4-[1-(tert-butoxycarbonylamino)cyclopropyl]phenyl-boronic acid